3-hydroxy-3-methoxybutanoic acid OC(CC(=O)O)(C)OC